3-(5-chloro-6-methoxypyridin-3-yl)-6-(7,8-dimethyl-[1,2,4]triazolo[4,3-b]pyridazin-6-yl)-5,6,7,8-tetrahydro-1,6-naphthyridine ClC=1C=C(C=NC1OC)C=1C=NC=2CCN(CC2C1)C=1C(=C(C=2N(N1)C=NN2)C)C